FC1=C(C=C(C=C1)F)N1C(N([C@@H](C1)C#N)C1=CN=CC2=CC=CC=C12)=O (S)-1-(2,5-difluorophenyl)-3-(isoquinolin-4-yl)-2-oxoimidazolidine-4-carbonitrile